C(C)(=O)OC1C(CCC1)O cyclopentane-1,2-diol acetate